methyl (2S,7aS)-2-(methoxymethyl)-6-methylidene-tetrahydro-1H-pyrrolizine-7a-carboxylate COC[C@H]1C[C@]2(CC(CN2C1)=C)C(=O)OC